C(C)(C)(C)OC(=O)N1CC2(CC1)CN(CC2)C(=O)C2CCCC2.C=2(C(=CC=CC2)C=O)C=2C(=CC=CC2)C2=CC=CC=C2 terphenyl-aldehyde tert-butyl-7-(cyclopentanecarbonyl)-2,7-diazaspiro[4.4]nonane-2-carboxylate